CNN(C1=CC=CC=C1)NC N,N-dimethylaminoaniline